Methyl 4-(5-aminopyridin-2-yl)-1-methyl-1H-1,2,3-triazole-5-carboxylate hydrochloride Cl.NC=1C=CC(=NC1)C=1N=NN(C1C(=O)OC)C